C(C)OC(C=C=CC(C1=CC2=CC=CC=C2C=C1)OC(C)=O)=O 5-acetoxy-5-(naphthalene-2-yl)penta-2,3-dienoic acid ethyl ester